[N+](=O)([O-])C1=CC=C(C=NN=C2NC(C(N2)CC(=O)O)=O)C=C1 2-(2-((4-nitrobenzylidene)hydrazineylidene)-5-oxoimidazolidine-4-yl)acetic acid